FC(C=1N=C(N(C1)C(C(F)(F)F)C)C1=CC=C(C=C1)CO)(F)F [4-[4-(trifluoromethyl)-1-(2,2,2-trifluoro-1-methyl-ethyl)imidazol-2-yl]phenyl]methanol